4-[[4-(diheptylamino)-4-oxo-butyl]-(4-nitrophenyl)sulfonyl-amino]-N,N-diheptyl-butyramide C(CCCCCC)N(C(CCCN(CCCC(=O)N(CCCCCCC)CCCCCCC)S(=O)(=O)C1=CC=C(C=C1)[N+](=O)[O-])=O)CCCCCCC